3-(4-(4-Methylpiperazin-1-yl)phenyl)-1H-pyrazolo[4,3-b]pyridin CN1CCN(CC1)C1=CC=C(C=C1)C1=NNC=2C1=NC=CC2